ClC1=CC=C(C=C1)C1=C(CCC(C1)(C)C)CN1CCN(CC1)C1=CC(=C(C(=O)N)C=C1)OC=1C=C2C(=NC1)NC=C2 4-[4-[[2-(4-chlorophenyl)-4,4-dimethyl-cyclohexen-1-yl]methyl]piperazin-1-yl]-2-(1H-pyrrolo[2,3-b]pyridin-5-yloxy)benzamide